4-[(1R)-2-(tert-butylamino)-1-hydroxyethyl]-2-(hydroxymethyl)phenol C(C)(C)(C)NC[C@H](O)C1=CC(=C(C=C1)O)CO